methyl 2-fluoro-4-((methylsulfonyl)methyl)benzoate FC1=C(C(=O)OC)C=CC(=C1)CS(=O)(=O)C